CC1C(N(C2CC1C2)C(=O)C=2N=C(SC2C2=CC=CC=C2)C)CO TRANS-[4-methyl-2-(2-methyl-5-phenyl-1,3-thiazole-4-carbonyl)-2-azabicyclo[3.1.1]heptan-3-yl]methanol